2-(acrylamido)-2-methyl-propanesulfonic acid C(C=C)(=O)NC(CS(=O)(=O)O)(C)C